C1(=CC=CC=C1)C1=CC(=NC(=N1)C1=C(C=CC=C1)C1=C(C(=CC=2C3=CC=CC=C3C3=CC=CC=C3C12)C1=CC=CC=C1)C1=CC=CC=C1)C1=CC=CC=C1 (diphenylpyrimidineyl)(diphenyltriphenyleneyl)benzene